[Li+].CC1=CC=CC=2N1C(=CN2)C(=O)O 5-methylimidazo[1,2-a]pyridine-3-carboxylic acid lithium (I)